F[B-](F)(F)F.CN1CN(C=C1)CCO 3-methyl-1-(2-hydroxyethyl)imidazole tetrafluoroborate